ClCCCCCCCCCC=CCCOCOCOCCC=CCCCCCCCCCCl 13-chloro-3-tridecenyloxymethyl ether